1-[2-(2-chlorophenyl)-3-(4-chlorophenyl)-5-[(2-hydroxy-2-methyl-propyl)amino]pyrazolo[1,5-a]pyrimidin-7-yl]-4-methyl-piperidine-4-carboxamide ClC1=C(C=CC=C1)C1=NN2C(N=C(C=C2N2CCC(CC2)(C(=O)N)C)NCC(C)(C)O)=C1C1=CC=C(C=C1)Cl